manganese dipropionate C(CC)(=O)[O-].C(CC)(=O)[O-].[Mn+2]